N-(4-(((S)-1-((S)-2-(((R)-1-borono-2-methylpropyl)carbamoyl)pyrrolidin-1-yl)-3-methyl-1-oxobutan-2-yl)carbamoyl)benzoyl)glycine B(O)(O)[C@H](C(C)C)NC(=O)[C@H]1N(CCC1)C([C@H](C(C)C)NC(=O)C1=CC=C(C(=O)NCC(=O)O)C=C1)=O